4-acetyl-4'-propionylbiphenyl C(C)(=O)C1=CC=C(C=C1)C1=CC=C(C=C1)C(CC)=O